4-(2-(3,7-di(1H-indol-6-yl)-10H-phenothiazin-10-yl)ethyl)morpholine N1C=CC2=CC=C(C=C12)C=1C=CC=2N(C3=CC=C(C=C3SC2C1)C1=CC=C2C=CNC2=C1)CCN1CCOCC1